C[C@H](CC[C@H]([C@@H](C)C(=O)SCCNC(=O)CCNC(=O)[C@@H](C(C)(C)COP(=O)([O-])OP(=O)([O-])OC[C@@H]1[C@H]([C@H]([C@@H](O1)N2C=NC3=C(N=CN=C32)N)O)OP(=O)([O-])[O-])O)O)[C@H]4CC[C@@H]5[C@@]4([C@H](C[C@H]6[C@H]5[C@@H](C[C@H]7[C@@]6(CC[C@H](C7)O)C)O)O)C The molecule is tetraanion of (24R,25R)-3alpha,7alpha,12alpha,24-tetrahydroxy-5beta-cholestan-26-oyl-CoA arising from deprotonation of phosphate and diphosphate OH groups. It is a conjugate base of a (24R,25R)-3alpha,7alpha,12alpha,24-tetrahydroxy-5beta-cholestan-26-oyl-CoA.